3-hydroxy-1-methylcyclobutyl acetate C(C)(=O)OC1(CC(C1)O)C